bicyclo[4.1.0]heptane-1-carboxylic acid C12(CCCCC2C1)C(=O)O